OCN1N=NC2=C1C=CC=1C=NN=CC21 3-hydroxymethyltriazolophthalazin